7-cyclopropyl-4-methoxy-1-phenylpyrido[2,3-d]pyrimidin-2(1H)-one C1(CC1)C=1C=CC2=C(N(C(N=C2OC)=O)C2=CC=CC=C2)N1